N-hydroxyethyl-N-(2-hydroxyhexadecyl)amine OCCNCC(CCCCCCCCCCCCCC)O